1-(4-(N-(p-tolyl)sulfamoyl)benzoyl)indoline-5-sulfonamide C1(=CC=C(C=C1)NS(=O)(=O)C1=CC=C(C(=O)N2CCC3=CC(=CC=C23)S(=O)(=O)N)C=C1)C